tert-butyl (2S,3S)-3-fluoro-2-methylazetidine-1-carboxylate F[C@@H]1[C@@H](N(C1)C(=O)OC(C)(C)C)C